C(C)(C)OC=1C=C2C=CC(=CC2=CC1)C1=NN(C2=NC=NC(=C21)N)CC2CCNCC2 3-(6-isopropoxynaphthalen-2-yl)-1-(piperidin-4-ylmethyl)-1H-pyrazolo[3,4-d]pyrimidin-4-amine